C(#N)C=1C=CC(=C2N=CC=NC12)N1C[C@@H](C[C@@H](C1)C)NC(C(C)(C1CCN(CC1)C)C)=O N-[(3R,5S)-1-(8-cyanoquinoxalin-5-yl)-5-methylpiperidin-3-yl]2-methyl-2-(1-methylpiperidin-4-yl)propionamide